(R)-5-((1-(dimethylamino)propan-2-yl)oxy)-N-(5-fluoroquinolin-6-yl)-7-(4-methoxy-1-methyl-1H-pyrazol-3-yl)quinazolin-4-amine CN(C[C@@H](C)OC1=C2C(=NC=NC2=CC(=C1)C1=NN(C=C1OC)C)NC=1C(=C2C=CC=NC2=CC1)F)C